6-[4-Fluoro-2-(piperidin-4-yl)-1,3-benzothiazol-6-yl]-2-methylimidazo[1,2-b]pyridazin-8-carbonitril FC1=CC(=CC2=C1N=C(S2)C2CCNCC2)C=2C=C(C=1N(N2)C=C(N1)C)C#N